O=C([C@H](CC1=CC=CC=C1)NC(OC(C)(C)C)=O)NS(=O)(=O)CC1=CC=C(C=C1)CNC(C(F)(F)F)=O tert-Butyl (S)-(1-Oxo-3-phenyl-1-(((4-((2,2,2-trifluoroacetamido)methyl)phenyl)methyl)sulfonamido)propan-2-yl)carbamate